C(O)(O)=O.NCCC1=CNC2=CC=CC=C12 tryptamine carbonate